ClC=1C=NC(=CC1[C@@H]1[C@H](C1)C(F)F)C=1C(=NC(=NC1)OC)OC 3-chloro-4-((1S,2S)-2-(difluoromethyl)cyclopropyl)-6-(2,4-dimethoxypyrimidin-5-yl)pyridin